3-(3-methoxy-4-pyridyl)-3-methyl-6-(trifluoromethyl)indolin-2-one COC=1C=NC=CC1C1(C(NC2=CC(=CC=C12)C(F)(F)F)=O)C